N1C(=NC2=C1C=CC=C2)CNC2=NN(C1=NC(=CN=C12)C1CC1)[C@H](C)CCOC |r| (±)-N-[(1H-benzimidazol-2-yl)methyl]-6-cyclopropyl-1-(4-methoxybutan-2-yl)-1H-pyrazolo[3,4-b]pyrazin-3-amine